NCC1=NNC(C2=CC=C(C=C12)C=1C=NN(C1OC)C)=O 4-(aminomethyl)-6-(5-methoxy-1-methyl-1H-pyrazol-4-yl)phthalazin-1(2H)-one